3-(2-hydroxypropan-2-yl)benzoic acid OC(C)(C)C=1C=C(C(=O)O)C=CC1